O=C1NC2=C(C(=N[C@@H]1NC(=O)C=1C=NNC1)C1=CC=CC=C1)C=CC=C2 N-[(3S)-2-oxo-5-phenyl-1,3-dihydro-1,4-benzodiazepine-3-yl]Pyrazole-4-carboxamide